C(C)OCCOC=1C=C2C(=NC(=NC2=CC1OC)C)N[C@H](C)C=1C(=C(C=CC1)C(C(C)(O)C)(F)F)F (R)-1-(3-(1-((6-(2-ethoxyethoxy)-7-methoxy-2-methylquinazolin-4-yl)amino)Ethyl)-2-fluorophenyl)-1,1-difluoro-2-methylpropan-2-ol